C(C)(=O)N1CCC(CC1)NCC1=C(C=C(C=C1)C1=NC=CC(=C1Cl)C=1C(=C(C=CC1)C1=CC=C(C(=N1)OC)CN1CC2(C1)CNC(C2)=O)Cl)OC 2-((6-(3-(2-(4-(((1-acetylpiperidin-4-yl)amino)methyl)-3-methoxyphenyl)-3-chloropyridin-4-yl)-2-chlorophenyl)-2-methoxypyridin-3-yl)methyl)-2,6-diazaspiro[3.4]octan-7-one